BrC=1C=NN2C1N=C(N=C2NC=2C=NN(C2)C2CCN(CC2)C2CCOCC2)C2=C(C=CC=C2F)F 8-bromo-2-(2,6-difluorophenyl)-N-(1-(1-(tetrahydro-2H-pyran-4-yl)piperidin-4-yl)-1H-pyrazol-4-yl)pyrazolo[1,5-a][1,3,5]triazin-4-amine